BrC1=CC2=C(CCCO2)C=C1C 7-bromo-6-methyl-3,4-dihydro-2H-1-benzopyran